N1(C=2N(CC1)C=CN2)C(=O)N[C@@H](C(=O)N[C@@H]2B(OC1=C(C2)C=CC=C1C(=O)O)O)C1=CC=C(C=C1)P(=O)(O)O (R)-3-((R)-2-(2,3-dihydro-1H-imidazo[1,2-a]imidazole-1-carboxamido)-2-(4-phosphonophenyl)acetamido)-2-hydroxy-3,4-dihydro-2H-benzo[e][1,2]oxaborinine-8-carboxylic acid